(R)-4-(dimethylamino)-2-fluorobutanoic acid hydrochloride Cl.CN(CC[C@H](C(=O)O)F)C